[2-[2-[tert-butyl(dimethyl)silyl]oxyethyl]-4-iodo-5-(methoxymethyl)pyrazol-3-yl]methyl methanesulfonate CS(=O)(=O)OCC=1N(N=C(C1I)COC)CCO[Si](C)(C)C(C)(C)C